(2S,4R)-1-((9,9-difluoro-9H-fluorene-3-carbonyl)glycyl)-4-((S)-S-methylsulfonimidoyl)pyrrolidine-2-carboxylic acid FC1(C2=CC=CC=C2C=2C=C(C=CC12)C(=O)NCC(=O)N1[C@@H](C[C@H](C1)[S@](=O)(=N)C)C(=O)O)F